The molecule is a branched amino tetrasaccharide consisting of three alpha-L-rhamnose residues linked sequentially (1->2) and (1->3) (one at the reducing end) and a single N-acetyl beta-D-glucosaminyl residue linked (1->3) to the central rhamnose. C[C@H]1[C@@H]([C@H]([C@H]([C@@H](O1)O)O)O[C@H]2[C@@H]([C@@H]([C@H]([C@@H](O2)C)O)O[C@H]3[C@@H]([C@H]([C@@H]([C@H](O3)CO)O)O)NC(=O)C)O[C@H]4[C@@H]([C@@H]([C@H]([C@@H](O4)C)O)O)O)O